di(3,4,5-trifluorophenyl)(4-vinyl-phenyl)boron FC=1C=C(C=C(C1F)F)B(C1=CC=C(C=C1)C=C)C1=CC(=C(C(=C1)F)F)F